COC1=C(CNC=2N=C(C3=C(N2)C=CC=N3)N[C@@](CN[C@H](C(F)(F)F)C)(CCCC)C)C=CC(=C1)OC N2-(2,4-dimethoxybenzyl)-N4-((R)-2-methyl-1-(((S)-1,1,1-trifluoropropan-2-yl)amino)hexan-2-yl)pyrido[3,2-d]pyrimidine-2,4-diamine